COC(C(CCC=O)C1=CC(=CC=C1)OC)=O 2-(3-methoxyphenyl)-5-oxopentanoic acid methyl ester